9-(4,4-difluorocyclohexyl)-7-[(2R,4S)-2-(6-keto-1-methyl-3-pyridyl)tetrahydropyran-4-yl]-2,3-dimethyl-pyrazino[1,2-a]pyrimidin-4-one FC1(CCC(CC1)C1=NC(=CN2C1=NC(=C(C2=O)C)C)[C@@H]2C[C@@H](OCC2)C2=CN(C(C=C2)=O)C)F